methyl 4-(3-methacryloyloxypropoxy)cinnamate C(C(=C)C)(=O)OCCCOC1=CC=C(C=CC(=O)OC)C=C1